ClC1=C(C=CC=C1Cl)C=1C=NC=CC1NC=C(C(=O)OCC)C(=O)OCC Diethyl ({[3-(2,3-dichlorophenyl)pyridin-4-yl]amino}methylene)malonate